N1=CNC2=NC=CC(=C21)C=2C=NN(C2)C2=CC=C(C=N2)C(C(F)(F)F)(O)C2CCN(CC2)C=C=O (4-(1-(6-(4-(3H-imidazo[4,5-b]pyridin-7-yl)-1H-pyrazol-1-yl)pyridin-3-yl)-2,2,2-trifluoro-1-hydroxyethyl)piperidin-1-yl)ketene